5-(trifluoromethyl)-3-pyridinepropanoic acid FC(C=1C=C(C=NC1)CCC(=O)O)(F)F